decamethyl-zirconocene dichloride [Cl-].[Cl-].CC1=C(C(=C([C-]1C)C)C)C.[C-]1(C(=C(C(=C1C)C)C)C)C.[Zr+2]